CC1=CC=CC(=N1)C1=NC=CC(=N1)NC1=NC(=NC=C1)NC1=CC=C(C=C1)N1C[C@@H](NCC1)CO (R)-(4-(4-((4-((2-(6-methylpyridin-2-yl)pyrimidin-4-yl)amino)pyrimidin-2-yl)amino)phenyl)piperazin-2-yl)methanol